(2-bromo-1-benzothiophen-6-yl)methanol BrC=1SC2=C(C1)C=CC(=C2)CO